(3S)-1-(tert-Butoxycarbonyl)-3-pyrrolidine-carboxylic acid C(C)(C)(C)OC(=O)N1C[C@H](CC1)C(=O)O